FC1=C(C#N)C(=CC=C1)N1N=CC(=C1)C1=CN(C(C=C1C=1C=NC(=NC1)N1CCCC1)=O)C 2-fluoro-6-[4-[1-methyl-6-oxo-4-(2-pyrrolidin-1-ylpyrimidin-5-yl)-3-pyridyl]pyrazol-1-yl]benzonitrile